9,9-Difluoro-9H-fluorene-2-carbonitrile FC1(C2=CC=CC=C2C=2C=CC(=CC12)C#N)F